5-(3'-(Cyanomethyl)-2'-oxo-2',3'-dihydrospiro[cyclopropane-1,1'-pyrrolo[2,3-c]quinolin]-8'-yl)-2-methoxypyridin C(#N)CN1C(C2(C3=C1C=NC=1C=CC(=CC31)C=3C=CC(=NC3)OC)CC2)=O